C(C)(C)(C)OC(=O)N1[C@H](CC(CC1)C=1N=NC(=CC1)NC(=O)C1=CC2=CN(N=C2C=C1OCC)C)C (2S)-4-(6-(6-ethoxy-2-methyl-2H-indazole-5-carboxamido)pyridazin-3-yl)-2-methylpiperidine-1-carboxylic acid tert-butyl ester